1-((1,4-dimethyl-1H-benzo[d][1,2,3]triazol-5-yl)(3-(((R)-2-ethyl-2,3-dihydro-[1,4]oxazepino[7,6-g]quinolin-4(5H)-yl)methyl)-4-methylphenyl)methyl)cyclobutane-1-carboxylic acid CN1N=NC2=C1C=CC(=C2C)C(C2(CCC2)C(=O)O)C2=CC(=C(C=C2)C)CN2C[C@H](OC1=CC=3C=CC=NC3C=C1C2)CC